Methyl 2-((2-allyl-4-fluorophenyl)amino)-6-(trifluoromethyl)nicotinate C(C=C)C1=C(C=CC(=C1)F)NC1=C(C(=O)OC)C=CC(=N1)C(F)(F)F